FC(C(=O)OC(C)C=1SC=C(C1)C1=NC(=NC=C1)C1=NNC2=CC=C(C=C12)OC(C)C)(F)F 1-[4-[2-(5-isopropoxy-1H-indazol-3-yl)pyrimidin-4-yl]-2-thienyl]ethyl 2,2,2-trifluoroacetate